1,3-divinyl-disiloxane C(=C)[SiH2]O[SiH2]C=C